4-ISOPROPYLCINNAMALDEHYDE C(C)(C)C1=CC=C(C=CC=O)C=C1